(6R,12R)-17-(hydroxymethyl)-12-methyl-6,15-bis(trifluoromethyl)-13,19-dioxa-3,4,18-triazatricyclo[12.3.1.12,5]nonadeca-1(18),2,4,14,16-pentaen-6-ol OCC1=CC(=C2O[C@@H](CCCCC[C@](C3=NN=C(C1=N2)O3)(O)C(F)(F)F)C)C(F)(F)F